3-[(2,2-Difluorocyclopropyl)methyl]isoxazol-5-amine FC1(C(C1)CC1=NOC(=C1)N)F